OC(=O)C(F)(F)F.N[C@@H]1CC[C@H](CC1)CC#N (trans-4-aminocyclohexyl)acetonitrile TFA salt